O=C1NC(CCC1N1C(C2=CC=C(C=C2C1=O)OCCOS(=O)(=O)C1=CC=C(C=C1)C)=O)=O 2-((2-(2,6-dioxopiperidin-3-yl)-1,3-dioxoisoindolin-5-yl)oxy)ethyl-4-methylbenzenesulfonate